ClC=1C(=C2N=C(N=C3C2=C(C[C@H]([C@@H]2[C@@H]4CC[C@H](CN32)N4C(=O)OC(C)(C)C)C)N1)SCC)F tert-butyl (5R,5aR,6S,9R)-2-chloro-12-(ethylthio)-1-fluoro-5-methyl-4,5,5a,6,7,8,9,10-octahydro-3,10a,11,13,14-pentaaza-6,9-methanonaphtho[1,8-ab]heptalene-14-carboxylate